CC(C=O)(CN1CCCC1)C 2,2-DIMETHYL-3-PYRROLIDIN-1-YLPROPANAL